(S)-4-(4-chloro-3-(4,5-dihydro-1H-imidazol-2-yl)phenyl)-2,2-dimethyloxazolidine-3-carboxylic acid tert-butyl ester C(C)(C)(C)OC(=O)N1C(OC[C@@H]1C1=CC(=C(C=C1)Cl)C=1NCCN1)(C)C